methyl 5-(bromomethyl)-4-chloro-pyridine-2-carboxylate BrCC=1C(=CC(=NC1)C(=O)OC)Cl